bicyclodecane diacrylate C(C=C)(=O)O.C(C=C)(=O)O.C1(CCCCCCCCC1)C1CCCCCCCCC1